ClC1=C(C(=C(CC(C(=O)N)(C)C)C=C1)F)C=1NC(C=C(N1)C1=NC=C(C=C1)OCCOCCC)=O (4-chloro-2-fluoro-3-{6-oxo-4-[5-(2-propoxyethoxy)pyridin-2-yl]-1,6-dihydropyrimidin-2-yl}benzyl)isobutyramide